Cl.NC/C(/CN1N=CN(C1=O)CC1=CC=C(S1)/C=C/C=1C=C2C(=NC1)NC(O2)=O)=C\F 6-[(E)-2-[5-[[1-[(E)-2-(aminomethyl)-3-fluoro-allyl]-5-oxo-1,2,4-triazol-4-yl]methyl]-2-thienyl]vinyl]-3H-oxazolo[4,5-b]pyridin-2-one hydrochloride